4-methylsulfonylbutanoic acid CS(=O)(=O)CCCC(=O)O